4-[2-(4-chloro-3-fluorophenoxy)acetamido]-N-[4-(trifluoromethyl)phenyl]-2-oxabicyclo[2.2.2]octane-1-carboxamide ClC1=C(C=C(OCC(=O)NC23COC(CC2)(CC3)C(=O)NC3=CC=C(C=C3)C(F)(F)F)C=C1)F